2-Amino-7-fluoro-4-(5-fluoro-3-(3-morpholinopyrrolidin-1-yl)-7,9-dihydrofuro[3,4-f]quinazolin-6-yl)thieno[3,2-c]pyridine-3-carbonitrile NC1=C(C=2C(=NC=C(C2S1)F)C=1C2=C(C=3C=NC(=NC3C1F)N1CC(CC1)N1CCOCC1)COC2)C#N